(5-chloro-6-(4-((dimethylamino)methyl)-2H-1,2,3-triazol-2-yl)pyridin-3-yl)carbamic acid tert-butyl ester C(C)(C)(C)OC(NC=1C=NC(=C(C1)Cl)N1N=CC(=N1)CN(C)C)=O